C(C)(C)(C)C1=CC=C(C=C1)C1=NC=CC2=C1C=CS2=O 4-(4-t-butylphenyl)thieno[3,2-C]-pyridoN